2-(hydroxyethyl)piperidine-1-carboxylate OCCC1N(CCCC1)C(=O)[O-]